monobromodiphenylethyltriphenylamine BrC=1C(=C(C=CC1)N(C1=CC=CC=C1)C1=CC=CC=C1)CC(C1=CC=CC=C1)C1=CC=CC=C1